succinic acid mono[2-[(2-methyl-acryloyloxy) oxy] ethyl] ester CC(C(=O)OOCCOC(CCC(=O)O)=O)=C